COC1=C2C=C(NC2=C(C=C1)OC)C(=O)N1C[C@H](N([C@@H](C1)C)C(CC=1NC2=CC=CC=C2C1)=O)C 1-((2R,6R)-4-(4,7-dimethoxy-1H-indole-2-carbonyl)-2,6-dimethylpiperazin-1-yl)-2-(1H-indol-2-yl)ethanone